ClC1=NN(C(C=2C1=CN(C(C2)=O)[C@H]2[C@@H](C2)C=2C=NC=C(C2)F)=O)C 4-chloro-6-[(trans)-2-(5-fluoro-3-pyridyl)cyclopropyl]-2-methyl-pyrido[3,4-d]pyridazine-1,7-dione